C(C)OCCOCCOC=C(C)C1=CC(=CC=C1)C(=C)COCCOCCOCC 1-(1-(2-(2-ethoxyethoxy)ethoxy)prop-1-en-2-yl)-3-(3-(2-(2-ethoxyethoxy)ethoxy)prop-1-en-2-yl)benzene